Hexafluoropropylamine FC(C(F)(F)N)C(F)(F)F